C(C)N1C=NC2=C1N=NC=C2C=2C=CC(=C(C2)C=2C(=CC1=C(OCC(N1CCN1CCOCC1)=O)C2)OC)F 7-(5-(7-Ethyl-7H-imidazo[4,5-c]pyridazin-4-yl)-2-fluorophenyl)-6-methoxy-4-(2-morpholinoethyl)-2H-benzo[b][1,4]oxazin-3(4H)-one